5-METHYL-3-NITROPICOLINALDEHYDE CC=1C=C(C(=NC1)C=O)[N+](=O)[O-]